(E)-4-chloro-N-[2,6-difluoro-4-[8-[4-methoxy-1,2-dimethyl-6-(trifluoromethyl)benzimidazol-5-yl]indolizine-3-carbonyl]phenyl]but-2-enamide ClC/C=C/C(=O)NC1=C(C=C(C=C1F)C(=O)C1=CC=C2C(=CC=CN12)C1=C(C2=C(N(C(=N2)C)C)C=C1C(F)(F)F)OC)F